(1r,4r)-N1-(5-Chloro-4-(6-((4-fluorobenzyl)amino)imidazo[1,2-a]pyridin-3-yl)pyrimidin-2-yl)cyclohexane-1,4-diamine ClC=1C(=NC(=NC1)NC1CCC(CC1)N)C1=CN=C2N1C=C(C=C2)NCC2=CC=C(C=C2)F